NC1=C(C(=NN1C(C(F)(F)F)C([2H])([2H])[2H])C1=CC=C(C=C1)C(C(=O)O)C)C#N 2-[4-[5-Amino-4-cyano-1-[2,2,2-trifluoro-1-(trideuteriomethyl)ethyl]pyrazol-3-yl]phenyl]propanoic acid